FC=1C=CC(=C(C1)C(C)NC1=CC=2N(C=C1)N=CC2C=2N=NN(C2)CCO)OC 2-(4-(5-((1-(5-fluoro-2-methoxyphenyl)ethyl)amino)pyrazolo[1,5-a]pyridin-3-yl)-1H-1,2,3-triazol-1-yl)ethane-1-ol